BrC1=C(SC=C1C)CBr 3-bromo-2-(bromomethyl)-4-methylthiophene